C(C1=CC=CC=C1)ONC(C1=CC(=C(C=C1)NC1=NC=C(C(=N1)NC1=C(C=CC=C1)P(=O)(C)C)C(F)(F)F)OC)=O N-(Benzyloxy)-4-((4-((2-(dimethylphosphoryl)phenyl)amino)-5-(trifluoromethyl)pyrimidin-2-yl)amino)-3-methyl-Oxybenzamide